4-(5-((3,5-dimethylpyridin-4-yl)oxy)-1-(2-fluoro-2-methylpropyl)-1H-indazol-6-yl)-N-ethyl-6-methyl-7-oxo-6,7-dihydro-1H-pyrrolo[2,3-c]pyridine-2-carboxamide CC=1C=NC=C(C1OC=1C=C2C=NN(C2=CC1C=1C2=C(C(N(C1)C)=O)NC(=C2)C(=O)NCC)CC(C)(C)F)C